ClC1=CC=C(S1)C1(CCNCC1)NS(=O)(=O)C1=CC=C(C=C1)OC(F)(F)F N-(4-(5-chlorothiophen-2-yl)piperidin-4-yl)-4-(trifluoromethoxy)benzene-sulfonamide